benzyl 6-((R)-2-(4-cyanophenyl)-2,3-dihydrobenzo[b][1,4]dioxin-5-yl)-3-azabicyclo[4.1.0]heptane-3-carboxylate C(#N)C1=CC=C(C=C1)[C@@H]1COC2=C(O1)C=CC=C2C21CCN(CC1C2)C(=O)OCC2=CC=CC=C2